C(C=C)(=O)OCCOC(=O)C1=C(C(C(=O)O)=CC=C1)C(=O)O acryloyloxyethoxycarbonyl-phthalic acid